2-(hydroxymethyl)cyclopropane-1-carboxylic acid ethyl ester C(C)OC(=O)C1C(C1)CO